FC(C(=O)[O-])(F)F.C(#N)C1=CC(=NC=N1)N1N=CN=C1[C@H](C)[NH3+] [(1S)-1-[2-(6-cyanopyrimidin-4-yl)-1,2,4-triazol-3-yl]ethyl]ammonium 2,2,2-trifluoroacetate